4-[5-[1-(2-hydroxyethyl)pyrazol-4-yl]benzimidazol-1-yl]-2,6-dimethoxy-N-(2,2,2-trifluoroethyl)benzamide OCCN1N=CC(=C1)C1=CC2=C(N(C=N2)C2=CC(=C(C(=O)NCC(F)(F)F)C(=C2)OC)OC)C=C1